C(=O)C1=C(C=C(C=C1)OC)NC(OC(C)(C)C)=O TERT-BUTYL 2-FORMYL-5-METHOXYPHENYLCARBAMATE